6-amino-1-[(1S)-1-[6-(trifluoromethoxy)pyridin-2-yl]ethyl]quinoxalin-2-one NC=1C=C2N=CC(N(C2=CC1)[C@@H](C)C1=NC(=CC=C1)OC(F)(F)F)=O